2'-TBDMS-uridine 3'-cyanoethylphosphoramidite C(#N)CCNP(O)O[C@H]1[C@]([C@@H](O[C@@H]1CO)N1C(=O)NC(=O)C=C1)(O)[Si](C)(C)C(C)(C)C